[O-]S(=O)(=O)C(F)(F)F.FC(C=1C=C(C=CC1)[Se+](C1=CC=CC=C1)C1=CC=CC=C1)(F)F (3-trifluoromethylphenyl)diphenylselenonium triflate